C(C(=O)O)(=O)O.ClC=1N=C(C2=C(N1)N(C=C2)C2=CC=CC=C2)C=2C=C(SC2)CNCCCN(C)C 2-Chloro-4-{2-[(3-dimethylaminopropyl)aminomethyl]thien-4-yl}-7-phenyl-7H-pyrrolo[2,3-d]pyrimidine oxalate